dipicolinate cobalt potassium [K+].[Co+2].N1=C(C=CC=C1)C(=O)[O-].N1=C(C=CC=C1)C(=O)[O-]